NC=1N=C(C2=C(N1)C=C(S2)C2=CC=NN2)NC[C@@H](C)O (R)-1-((2-amino-6-(1H-pyrazol-5-yl)thieno[3,2-d]pyrimidin-4-yl)amino)-2-propanol